[Si](C)(C)(C(C)(C)C)O[C@@H]1C(CC2=C(C=CC(=C12)C=1N(N=CC1)C)C1CC[C@@H](C=2C=C(C=C(C12)C#N)F)F)(F)F (5S)-8-[(1S)-1-[tert-butyl(dimethyl)silyl]oxy-2,2-difluoro-7-(2-methylpyrazol-3-yl)-1,3-dihydroinden-4-yl]-3,5-difluoro-5,6,7,8-tetrahydronaphthalene-1-carbonitrile